(S)-(4-methyl-4-azaspiro[2.4]heptan-5-yl)methanol CN1C2(CC2)CC[C@H]1CO